(4-(3,6-diazabicyclo[3.1.1]heptane-3-carbonyl)piperidin-1-yl)(4-((3-(4-(difluoromethoxy)-2,3-difluorophenyl)imidazo[1,2-a]pyrazin-8-yl)amino)-2-ethylphenyl)methanone formate C(=O)O.C12CN(CC(N1)C2)C(=O)C2CCN(CC2)C(=O)C2=C(C=C(C=C2)NC=2C=1N(C=CN2)C(=CN1)C1=C(C(=C(C=C1)OC(F)F)F)F)CC